[Cl-].C1(=C(C(=C(C(=C1[2H])[2H])[2H])[2H])[2H])C1=C(C(=CC=C1)C1=C(C(=C(C(=C1[2H])[2H])[2H])[2H])[2H])N1C=[N+](C2=C1C=CC=C2)C2=CC(=CC=C2)OC2=CC=1N(C3=CC=CC=C3C1C=C2)C2=NC=CC(=C2)C(C)(C)C 1-([1,1':3',1''-terphenyl]-2'-yl-2,2'',3,3'',4,4'',5,5'',6,6''-d10)-3-(3-((9-(4-(tert-butyl)pyridin-2-yl)-9H-carbazol-2-yl)oxy)phenyl)-1H-benzo[d]imidazol-3-ium chloride